N-(4-(4-amino-1-(3-oxoindolizin-7-yl)-1H-pyrazolo[4,3-c]pyridin-3-yl)phenyl)-1-isopropyl-2,4-dioxo-3-(pyridin-2-yl)-1,2,3,4-tetrahydropyrimidine-5-carboxamide NC1=NC=CC2=C1C(=NN2C=2C=CN1C(CC=C1C2)=O)C2=CC=C(C=C2)NC(=O)C=2C(N(C(N(C2)C(C)C)=O)C2=NC=CC=C2)=O